FC1=CC=C(C=C1)C1=CC(OC1(C)O)=O 4-(4-fluorophenyl)-5-hydroxy-5-methylfuran-2(5H)-one